2-(2'-bromo-9'-oxo-5',9'-dihydrospiro[piperidine-4,8'-pyrano[4,3-d][1,2,4]triazolo[1,5-a]pyrimidin]-4'(6'H)-yl)-N-(2-chloro-4-(trifluoromethyl)phenyl)acetamide BrC1=NN2C(N(C3=C(C2=O)C2(OCC3)CCNCC2)CC(=O)NC2=C(C=C(C=C2)C(F)(F)F)Cl)=N1